4-(4-fluorophenyl)-2-isopropyl-3,5-dioxo-2,3,4,5-tetrahydro-1,2,4-triazine-6-carboxylic acid ethyl ester C(C)OC(=O)C=1C(N(C(N(N1)C(C)C)=O)C1=CC=C(C=C1)F)=O